2,5-dihydroxy-hydroquinone OC1=C(O)C=C(C(=C1)O)O